2-methyl-imidazo[4,5-b]pyridine CC=1NC=2C(=NC=CC2)N1